(2E)-3-[2-butyl-1-[2-(diethylamino)ethyl]-1H-benzimidazol-5-yl]-N-hydroxyacrylamide C(CCC)C1=NC2=C(N1CCN(CC)CC)C=CC(=C2)/C=C/C(=O)NO